6-(3,5-bis(trifluoromethyl)phenyl)-1-(3-chloro-4-methoxyphenyl)-2-((triisopropylsilyl)ethynyl)-1H-benzo[d]imidazole FC(C=1C=C(C=C(C1)C(F)(F)F)C=1C=CC2=C(N(C(=N2)C#C[Si](C(C)C)(C(C)C)C(C)C)C2=CC(=C(C=C2)OC)Cl)C1)(F)F